S1C(=CC=C1)S Thiol(Thiol)